C1(CC1)C1=CC(=NN1)NC1=NC(=NC=C1)N(C1CCN(CC1)CC(=O)O)C 2-(4-((4-((5-cyclopropyl-1H-pyrazol-3-yl)amino)pyrimidin-2-yl)(methyl)amino)piperidin-1-yl)acetic acid